COC([C@H](CC1=CC=C(C=C1)N1C(N(C2=C1C=C(C=C2)Cl)C2CC2)=O)NC(C2=CC=CC=C2)(C2=CC=CC=C2)C2=CC=CC=C2)=O (S)-3-(4-(6-chloro-3-cyclopropyl-2-oxo-2,3-dihydro-1H-benzo[d]imidazol-1-yl)phenyl)-2-(tritylamino)propionic acid methyl ester